2,4-dichloro-3-phenoxybenzaldehyde ClC1=C(C=O)C=CC(=C1OC1=CC=CC=C1)Cl